acrylic acid 2-ethylhexyl ester C(C)C(COC(C=C)=O)CCCC